2-(6-chloro-4-methylpyridin-2-yl)-2,2-difluoroethanol ClC1=CC(=CC(=N1)C(CO)(F)F)C